N1C(NCC1)=[Ru](=C1NCCN1)Cl bisimidazolidinylidenruthenium chloride